C(#N)C1=CC(=C(C=C1)COC1=CC=CC(=N1)C1=CC(=C(C=C1)CC(=O)NC1=C(C=C(C(=O)OC)C=C1)NCCOC)F)F Methyl 4-[[2-[4-[6-[(4-cyano-2-fluoro-phenyl)methoxy]-2-pyridyl]-2-fluorophenyl]acetyl]amino]-3-(2-methoxyethylamino)benzoate